1,3,3,5,7-Pentamethyl-5-(2-(methylthio)phenyl)octahydrobenzo[c]isoxazol CN1OC(C2C1C(CC(C2)(C2=C(C=CC=C2)SC)C)C)(C)C